(R)-1-(2-benzylphenoxy) propan-2-ylmethylsulfonate CC(C)CS(=O)(=O)OOC1=C(C=CC=C1)CC1=CC=CC=C1